CC1=C(N=NC(=C1)C1=CC=CC=C1)SN1CCN(CC1)C1=NC=CC=C1 4-methyl-6-phenyl-3-((4-(pyridin-2-yl)piperazin-1-yl)thio)pyridazine